N=1N(N=CC1)C1=C(C(=O)N2[C@@H]3[C@@H](C[C@H](C2)C3)NC=3N=CC(=NC3)C(=O)OC)C=CC=C1 Methyl 5-(((1S,4S,6R)-2-(2-(2H-1,2,3-triazol-2-yl)benzoyl)-2-azabicyclo[2.2.1]heptan-6-yl)amino)pyrazine-2-carboxylate